dimethylsilylene(tetramethylcyclopentadienyl)(tetrahydroindenyl)zirconium dichloride [Cl-].[Cl-].C[Si](=[Zr+2](C1CCC2CC=CC=C12)C1(C(=C(C(=C1)C)C)C)C)C